6-{6-methyl-7-oxo-4H,5H,6H,7H,8H-pyrazolo[1,5-d][1,4]diazepin-2-yl}-4-{[(3S)-piperidin-3-yl]amino}pyrido[3,2-d]pyrimidine-8-carboxamide CN1C(CN2C(CC1)=CC(=N2)C=2C=C(C=1N=CN=C(C1N2)N[C@@H]2CNCCC2)C(=O)N)=O